CN(C1=C(C=CC=C1)C=1N=CC2=C(N1)C(=NN2C)CC2=CC=C(C=C2)C=2N(C=C(N2)C)C)C 5-(N,N-dimethyl-2-aminophenyl)-3-(4-(1,4-dimethyl-1H-imidazol-2-yl)benzyl)-1-methyl-1H-pyrazolo[4,3-d]pyrimidine